N-(4-fluorophenyl)-2-(trifluoromethyl)benzamide FC1=CC=C(C=C1)NC(C1=C(C=CC=C1)C(F)(F)F)=O